(1r,4r,6s,7r)-7-bromo-6-hydroxy-2-(4-methoxybenzyl)-2-azabicyclo[2.2.1]heptan-3-one Br[C@H]1[C@@H]2N(C([C@H]1C[C@@H]2O)=O)CC2=CC=C(C=C2)OC